N[C@H]1CN(CC1)C1=CC2=C(C(N(N=C2N[C@H](C)C2=CC(=CC(=C2)C(F)(F)F)[N+](=O)[O-])C)=O)C=N1 7-((R)-3-aminopyrrolidin-1-yl)-3-methyl-1-(((R)-1-(3-nitro-5-(trifluoromethyl)Phenyl)ethyl)amino)pyrido[3,4-d]pyridazin-4(3H)-one